3-bromo-2-fluoro-N-(3-(furan-3-yl)-1H-indazol-5-yl)-6-methylbenzamide BrC=1C(=C(C(=O)NC=2C=C3C(=NNC3=CC2)C2=COC=C2)C(=CC1)C)F